1-(6-(bis(4-methoxybenzyl)amino)-3-(methylthio)-1,2,4-triazin-5-yl)pentane-1,3-dione COC1=CC=C(CN(C2=C(N=C(N=N2)SC)C(CC(CC)=O)=O)CC2=CC=C(C=C2)OC)C=C1